BrC=1SC=C(N1)C=1OC(=NN1)C1CC1 2-(2-bromo-thiazol-4-yl)-5-cyclopropyl-[1,3,4]oxadiazole